CCC[C@@H](C(=O)N(C(=O)NC1=C2C(=NC=N1)N(C=N2)[C@H]3[C@@H]([C@@H]([C@H](O3)CO)O)O)O)N N6-hydroxynorvalylcarbamoyladenosine